C1(=CC=CC=C1)[C@@H](C)O |r| R and S-1-phenylethanol